(S)-N-((R)-1-(4-((1-fluorocyclopentyl)methoxy)phenyl)-2-hydroxy-2-methylpropyl)-2-phenylpropionamide FC1(CCCC1)COC1=CC=C(C=C1)[C@H](C(C)(C)O)NC([C@@H](C)C1=CC=CC=C1)=O